Cl.ClC1=C2C(CCOC2=CC=C1)CN (5-Chlorochroman-4-yl)methanamine hydrochloride